ClC=1C=C2[C@]3(C(NC2=CC1)=O)[C@@H](C3)C(=O)NC3=NC=NC(=C3)NCC=3N=C1N(C=C(C=C1)C1CC1)C3 |r| rac-(1R*,2R*)-5'-chloro-N-(6-(((6-cyclopropylimidazo[1,2-a]pyridin-2-yl)methyl)amino)pyrimidin-4-yl)-2'-oxospiro[cyclopropane-1,3'-indoline]-2-carboxamide